tert-Butyl 3-(4-((4-chloro-3-ethynyl-2-fluorophenyl)amino)quinazolin-6-yl)pyrrolidine-1-carboxylate ClC1=C(C(=C(C=C1)NC1=NC=NC2=CC=C(C=C12)C1CN(CC1)C(=O)OC(C)(C)C)F)C#C